BrC1=CC2=C(C=N1)C1CCC(C2)N1C(=O)NC1=CC(=C(C=C1)Cl)Cl (±)-3-Bromo-N-(3,4-dichlorophenyl)-6,7,8,9-tetrahydro-5H-6,9-epiminocyclohepta[c]pyridine-10-carboxamide